Cl.N[C@H](CNS(=O)(=O)C1CC1)C (S)-N-(2-aminopropyl)cyclopropylsulfonamide hydrochloride